1,3-diethylimidazole gold bromide [Au](Br)(Br)Br.C(C)N1CN(C=C1)CC